8-(2,4-Dichlorophenyl)-9-(4-((1-(2,3-difluoropropyl)azetidin-3-yl)methyl)phenyl)-6,7-dihydro-5H-benzo[7]annulene-3-carboxylic Acid ClC1=C(C=CC(=C1)Cl)C=1CCCC2=C(C1C1=CC=C(C=C1)CC1CN(C1)CC(CF)F)C=CC(=C2)C(=O)O